C(C)C=1SC2=C(N1)C=CC(=C2)CN2N(CCC2)C=O (2-((2-ethylbenzo[d]thiazol-6-yl)methyl)pyrazolidin-1-yl)methanone